C(C)(C)(C)C=1C=CC=2N(C3=CC=CC=C3C2C1)C1=CC=C(C=C1)C=1C(=CC(=C(C1)C1=NC(=NC(=N1)C1=CC=CC=C1)C1=CC=CC=C1)C#N)C1=CC=C(C=C1)N1C2=CC=CC=C2C=2C=C(C=CC12)C(C)(C)C 4,4''-bis(3-(tert-butyl)-9H-carbazol-9-yl)-5'-(4,6-diphenyl-1,3,5-triazin-2-yl)-[1,1':2',1''-terphenyl]-4'-carbonitrile